5-Bromo-2-(ethoxycarbonyl)pyridin-3-yl 3-[4-(4-chlorothiazol-2-yl)-1H-1,2,3-triazol-1-yl]-3-deoxy-2-O-ethyl-1-thio-α-D-galactopyranoside ClC=1N=C(SC1)C=1N=NN(C1)[C@@H]1[C@H]([C@@H](SC=2C(=NC=C(C2)Br)C(=O)OCC)O[C@@H]([C@@H]1O)CO)OCC